(R)-6-chloro-3-((1-(2-cyano-7-methyl-3-((3,3,3-trifluoropropyl)amino)quinoxalin-5-yl)ethyl)amino)picolinic acid ClC1=CC=C(C(=N1)C(=O)O)N[C@H](C)C1=C2N=C(C(=NC2=CC(=C1)C)C#N)NCCC(F)(F)F